Ethyl-5-ethoxy-2-hydroxybenzoate C(C)OC(C1=C(C=CC(=C1)OCC)O)=O